FC=1C=C(C2=CN(N=C2C1)C)C1=CC(=C(CN2C(C3=NC=CC=C3C2=O)([2H])[2H])C=C1)C 6-(4-(6-fluoro-2-methyl-2H-indazol-4-yl)-2-methylbenzyl)-6,7-dihydro-5H-pyrrolo[3,4-b]pyridin-5-one-7,7-d2